C(C)(C)(C)OC(CNC1=C(C=2C[C@@H](CCC2C=C1OCOCCOC)NC(=O)OC(C)(C)C)F)=O ({(7R)-7-[(tert-Butoxycarbonyl)amino]-1-fluoro-3-[(2-methoxyethoxy)methoxy]-5,6,7,8-tetrahydronaphthalen-2-yl}amino)acetic acid tert-butyl ester